P(=O)(O)(O)O.CN(CC1C(OCC1)(C1=CC=CC=C1)C1=CC=CC=C1)C tetrahydro-N,N-dimethyl-2,2-diphenyl-3-furanmethanamine dihydrogen phosphate